8-cyclopentyl-7-oxo-2-((1-((trifluoromethyl)sulfonyl)piperidin-4-yl)amino)-7,8-dihydropyrido[2,3-d]pyrimidine-6-carbonitrile C1(CCCC1)N1C(C(=CC2=C1N=C(N=C2)NC2CCN(CC2)S(=O)(=O)C(F)(F)F)C#N)=O